[6-(4-propylpiperazin-1-yl)pyridin-3-yl]boronic acid C(CC)N1CCN(CC1)C1=CC=C(C=N1)B(O)O